OC1CCN(CC1)C(=O)OCCCC butyl 4-hydroxy-1-piperidinecarboxylate